(R)-N-(4-(6-fluoro-3-methyl-2-oxo-2,3-dihydrobenzoxazol-5-yl)-5,6,7,8-tetrahydroisoquinolin-8-yl)propanamide FC1=CC2=C(N(C(O2)=O)C)C=C1C1=CN=CC=2[C@@H](CCCC12)NC(CC)=O